N1CC(C1)C(CNC1=CC(=NC=2N1N=C(C2)C(F)(F)F)C(F)(F)F)(C)C2=CC=C(C=C2)F N-(2-(azetidin-3-yl)-2-(4-fluorophenyl)propyl)-2,5-bis(trifluoromethyl)pyrazolo[1,5-a]pyrimidin-7-amine